N[C@H](C(=O)OCC)CCC1=CC=CC=C1 (S)-(+)-ethyl 2-amino-4-phenylbutyrate